2-methylbutan-1,2,4-triol CC(CO)(CCO)O